(4-(3-chlorophenoxy)phenyl)-6-methoxy-7-((1-methylpiperidin-4-yl)methoxy)quinazolin-4-amine ClC=1C=C(OC2=CC=C(C=C2)C2=NC3=CC(=C(C=C3C(=N2)N)OC)OCC2CCN(CC2)C)C=CC1